OC1=C(C2=CC(=CC=C2C=C1)O)P1(OC2=CC=CC=C2C=2C=CC=CC12)=O 10-(2,7-Dihydroxynaphthyl)-9,10-dihydro-9-oxa-10-phosphaphenanthrene-10-oxide